6-(5-methyl-2-((5-(4-methylpiperazin-1-yl)-2-(trifluoromethoxy)phenyl)amino)pyrimidin-4-yl)-1-Oxoisoindole-2-carboxylic acid tert-butyl ester C(C)(C)(C)OC(=O)N1C(C2=CC(=CC=C2C1)C1=NC(=NC=C1C)NC1=C(C=CC(=C1)N1CCN(CC1)C)OC(F)(F)F)=O